C(C=C)(=O)NC=1C=C(C=CC1N1CCOCC1)NC1=NC=2N(C(=N1)C1=CN(C3=CC=CC=C13)C)N=CC2 2-(3-Acryloylamino-4-morpholinophenylamino)-4-(1-methylindol-3-yl)pyrazolo[1,5-a][1,3,5]Triazine